CC1=CC(=NN1C(=O)[O-])C1=NN2C(N=C(C=C2N2CCOCC2)N2N=C(C=C2)C=2C=C(C=CC2)C)=C1 5-methyl-3-(7-morpholino-5-(3-(m-tolyl)-1H-pyrazol-1-yl)pyrazolo[1,5-a]pyrimidin-2-yl)-1H-pyrazole-1-carboxylate